ClC=1C=C(C=CC1)NC=1C=C(C=NC1)C1=CC(=C(C(=O)O)C=C1)O 4-(5-((3-chlorophenyl)amino)pyridin-3-yl)-2-hydroxybenzoic acid